BrC1=CC2=C(N(C(N2C)=O)C=2C(=NC(=CC2)OCC2=CC=CC=C2)OCC2=CC=CC=C2)C=C1 5-bromo-1-(2,6-dibenzyloxy-3-pyridyl)-3-methyl-benzimidazol-2-one